Cl.N[C@H]1C[C@H](CC1)NC(=O)C1=CN(CCS1)C=1C2=C(N=CN1)NC=C2 N-((1S,3R)-3-Aminocyclopentyl)-4-(7H-pyrrolo[2,3-d]pyrimidin-4-yl)-3,4-dihydro-2H-1,4-thiazine-6-carboxamide hydrochloride